1-phenyl-3-phenyl-1H-pyrrole-2,5-dione C1(=CC=CC=C1)N1C(C(=CC1=O)C1=CC=CC=C1)=O